6-(4-chloro-1,3-dimethyl-1H-pyrazolo[3,4-b]pyridin-6-yl)-5,6,7,8-tetrahydro-pyrido[3,4-b]pyrazine ClC1=C2C(=NC(=C1)N1CC3=NC=CN=C3CC1)N(N=C2C)C